1-octadecene, erbium salt [Er].C=CCCCCCCCCCCCCCCCC